FC=1C=C(C=C2C(=CN(C(C12)=O)C1CCN(CC1)C(=O)OC(C)(C)C)C)C=1C=C(C=2N(C1)C=C(N2)C)F tert-butyl 4-(8-fluoro-6-{8-fluoro-2-methylimidazo[1,2-a]pyridin-6-yl}-4-methyl-1-oxoisoquinolin-2-yl)piperidine-1-carboxylate